O=C1N(CCC1)[C@H](C(=O)O)CC (2S)-2-(2-oxo-pyrrolidin-1-yl)butyric acid